BrC1=CC(=C(C=C1)N1CCOCC1)C 4-(4-bromo-2-methyl-phenyl)morpholine